C(C)(=O)NC1=CC=C(C=C1)C=1N=NN(C1NC(O[C@H](C)C=1C(=NC=CC1)Cl)=O)C (R)-1-(2-chloropyridin-3-yl)ethyl (4-(4-acetamidophenyl)-1-methyl-1H-1,2,3-triazol-5-yl)carbamate